tert-butyl [4-(hydroxymethyl)bicyclo[2.2.2]octan-1-yl]carbamate OCC12CCC(CC1)(CC2)NC(OC(C)(C)C)=O